cyano-N-(5-(2-((1-methyl-1H-pyrazol-4-yl)amino)pyrimidin-4-yl)pyridin-2-yl)acetamide C(#N)CC(=O)NC1=NC=C(C=C1)C1=NC(=NC=C1)NC=1C=NN(C1)C